(4S,4'R)-6-chloro-4'-[(isopropylamino)methyl]-1'-(4-isoquinolyl)-2-[(tetrahydropyran-4-ylmethyl)]spiro[3H-isoquinoline-4,3'-pyrrolidine]-1,2'-dione ClC=1C=C2C(=CC1)C(N(C[C@@]21C(N(C[C@H]1CNC(C)C)C1=CN=CC2=CC=CC=C12)=O)CC1CCOCC1)=O